C(C)(C)(C)OC([C@@H](CC=1C=C(C=CC1)CC(=O)O)[C@@H]1CN(CC1)C(=O)OC(C)(C)C)=O (3-((S)-3-(tert-butoxy)-2-((R)-1-(tert-butoxycarbonyl)pyrrolidin-3-yl)-3-oxopropyl)phenyl)acetic acid